N-(5-chloro-6-(2H-1,2,3-triazol-2-yl)pyridin-3-yl)-1-(1-(3-hydroxypyrrolidin-1-yl)isoquinolin-4-yl)-5-(trifluoromethyl)-1H-pyrazole-4-carboxamide ClC=1C=C(C=NC1N1N=CC=N1)NC(=O)C=1C=NN(C1C(F)(F)F)C1=CN=C(C2=CC=CC=C12)N1CC(CC1)O